C1(=CC=CC=C1)C1=CC(=C(C=C1)OS(=O)(=O)C(F)(F)F)[N+](=O)[O-].ClC=1C=C(C(=O)N2CC=3C(=NN4C3C(N(CC4)C(C)C4=CC=C(C=C4)NC(C)=O)=O)C[C@H]2C)C=CC1Cl N-(4-(1-((R)-2-(3,4-Dichlorobenzoyl)-3-methyl-10-oxo-1,3,4,7,8,10-hexahydropyrido[4',3':3,4]pyrazolo[1,5-a]pyrazin-9(2H)-yl)ethyl)phenyl)acetamide 4-phenyl-2-nitrophenyl-triflate